COC1CC=2N(CC1)NCC2NC(OC(C)(C)C)=O tert-butyl N-{5-methoxy-4H,5H,6H,1H-pyrazolo[1,5-a]pyridin-3-yl}carbamate